FC1=NC=CC=C1C1=NC(=NC=C1SC)NC1=CC=C(C(=O)NC2=CC=CC=C2)C=C1 4-[4-(2-fluoro-pyridin-3-yl)-5-methylsulfanyl-pyrimidin-2-ylamino]-N-phenyl-benzamide